CN1C(OC(C1)(CN1C(N(C2=C1C=C(C=C2)[N+](=O)[O-])C)=O)C)=O 3,5-dimethyl-5-[(3-methyl-6-nitro-2-oxo-benzimidazol-1-yl)methyl]oxazolidin-2-one